P1(OC2=C(C=C(C=C2C(C)(C)C)C(C)(C)C)CC2=C(C(=CC(=C2)C(C)(C)C)C(C)(C)C)O1)=O.[Na] sodium 2,2'-methylenebis-(4,6-di-t-butylphenyl) phosphonate